1-(2-(6-chloro-2-iodopyrimidin-4-yl)-2,7-diazaspiro[3.5]Nonan-7-yl)ethan-1-one ClC1=CC(=NC(=N1)I)N1CC2(C1)CCN(CC2)C(C)=O